(1R)-1-(3-fluorophenyl)ethylimidazo[1,2-b]pyridazin-6-amine FC=1C=C(C=CC1)[C@@H](C)C=1N=C2N(N=C(C=C2)N)C1